N,N-dimethyl-2-(5-(trifluoromethyl)-1H-indol-3-yl)ethan-1-amine CN(CCC1=CNC2=CC=C(C=C12)C(F)(F)F)C